N-(4-amino-1H-pyrazolo[4,3-c]pyridin-7-yl)-N'-benzyl-N'-[(2-chlorophenyl)methyl]oxamide NC1=NC=C(C2=C1C=NN2)NC(=O)C(=O)N(CC2=C(C=CC=C2)Cl)CC2=CC=CC=C2